CC1(C(C1)(C(=O)N1C[C@]2(CC1)C=C(C(C(C2)(C)C)=O)C#N)C=2SC=CC2)C (5R)-2-[2,2-dimethyl-1-(thiophen-2-yl)cyclopropane-1-carbonyl]-9,9-dimethyl-8-oxo-2-azaspiro[4.5]dec-6-ene-7-carbonitrile